C(C)(C)(C)OC(CCCCCCOCCOCC(=O)O)=O 2-(2-((7-(tert-Butoxy)-7-oxoheptyl)oxy)ethoxy)acetic acid